ClC1=NC(=CC(=C1)C1=C(C=C(C=C1)F)C1=NC=NC=C1C)C1CC1 4-[2-(2-chloro-6-cyclopropylpyridin-4-yl)-5-fluorophenyl]-5-methylpyrimidine